2-methyl-N-[3-chloro-4-[4-(pyrrolidin-3-ylmethyl)piperazine-1-carbonyl]phenyl]-5-(2,3-difluoro-4-methoxy-phenyl)-imidazole-2-carboxamide CC1(N=C(C=N1)C1=C(C(=C(C=C1)OC)F)F)C(=O)NC1=CC(=C(C=C1)C(=O)N1CCN(CC1)CC1CNCC1)Cl